N-((1r,3r)-3-(4-acetylpiperazin-1-yl)cyclobutyl)-1-(2-chlorophenyl)-3-methyl-1H-thieno[2,3-c]pyrazole-5-carboxamide C(C)(=O)N1CCN(CC1)C1CC(C1)NC(=O)C1=CC2=C(N(N=C2C)C2=C(C=CC=C2)Cl)S1